(Ra)-6-(4-Chloro-1-(4-(2-methoxypyridin-4-yl)benzyl)-1H-indol-7-carboxamido)spiro-[3.3]heptan ClC1=C2C=CN(C2=C(C=C1)C(=O)NC1CC2(CCC2)C1)CC1=CC=C(C=C1)C1=CC(=NC=C1)OC